4-(4-(2,4-difluorophenoxy)piperidin-1-yl)-5-nitropyrimidine-2-carboxylic acid FC1=C(OC2CCN(CC2)C2=NC(=NC=C2[N+](=O)[O-])C(=O)O)C=CC(=C1)F